(S)-2-((1-(5-(bis(4-fluorophenyl)methyl)-1-methyl-1,2,4-triazol-3-yl)ethyl)carbamoyl)-4-methoxypyridin-3-yl isobutyl carbonate C(OC=1C(=NC=CC1OC)C(N[C@@H](C)C1=NN(C(=N1)C(C1=CC=C(C=C1)F)C1=CC=C(C=C1)F)C)=O)(OCC(C)C)=O